COC(CNC(=O)C1=CC(=C(C=C1)C1=CN=C(S1)[C@@H]1CC[C@H](CC1)NC(OC(C)C)=O)S(NCC)(=O)=O)OC isopropyl trans-N-[4-[5-[4-(2,2-dimethoxyethylcarbamoyl)-2-(ethylsulfamoyl)phenyl]thiazol-2-yl]cyclohexyl]carbamate